tert-Butyl ((S)-1-(cis-4-(2-bromo-5-cyanobenzoyl)-4-((trimethylsilyl)oxy)cyclohexyl)propan-2-yl)carbamate BrC1=C(C(=O)C2(CCC(CC2)C[C@H](C)NC(OC(C)(C)C)=O)O[Si](C)(C)C)C=C(C=C1)C#N